N-(5,6-dimethoxybenzothiazol-2-yl)-2-[4-(cyclopentylsulfonyl)phenyl]acetamide COC=1C(=CC2=C(N=C(S2)NC(CC2=CC=C(C=C2)S(=O)(=O)C2CCCC2)=O)C1)OC